ClC=1C=C(C=CC1)C1=NC=NC(=C1)C1=CC(=CC=C1)Cl 4,6-bis(3-chlorophenyl)pyrimidine